butyl acetate oxygen [O].C(C)(=O)OCCCC